1-(5-(difluoromethyl)-1,3,4-thiadiazol-2-yl)-N-(3-(fluoromethyl)oxetan-3-yl)-4-(4-(pyrrolidine-1-carbonyl)piperazin-1-yl)-1H-indazole-6-sulfonamide FC(C1=NN=C(S1)N1N=CC2=C(C=C(C=C12)S(=O)(=O)NC1(COC1)CF)N1CCN(CC1)C(=O)N1CCCC1)F